4-pentyloxyphenyl-boric acid C(CCCC)OC1=CC=C(C=C1)OB(O)O